5-{[2-(4-bromophenyl)imidazo[1,2-a]pyrimidin-3-yl]methyl}-2,5-diazabicyclo[2.2.2]octane-2-carboxylic acid tert-butyl ester C(C)(C)(C)OC(=O)N1C2CN(C(C1)CC2)CC2=C(N=C1N2C=CC=N1)C1=CC=C(C=C1)Br